C1(=CC=CC=C1)C1CC(C1)NC(OC1=CC=CC=C1)=O phenyl ((1r,3r)-3-phenylcyclobutyl)carbamate